2-((E)-2-(((E)-2,6-difluorobenzylidene)hydrazineylidene)-5-oxoimidazolidine-4-yl)acetyl chloride FC1=C(\C=N\N=C/2\NC(C(N2)CC(=O)Cl)=O)C(=CC=C1)F